C1(CCCC1)C1=C(NC2=CC=CC=C12)C1=NNC(=C1)NC(C1=CC=C(C=C1)NC1CCN(CC1)C)=O N-(3-(3-cyclopentyl-1H-indol-2-yl)-1H-pyrazol-5-yl)-4-((1-methylpiperidin-4-yl)amino)benzamide